(1S,2R)-2-((S)-5-Chloro-8-((5-methylisoxazol-3-yl)methoxy)-1-((2-oxopyrrolidin-1-yl)methyl)-1,2,3,4-tetrahydroisochinolin-2-carbonyl)-1-methylcyclohexan ClC1=C2CCN([C@@H](C2=C(C=C1)OCC1=NOC(=C1)C)CN1C(CCC1)=O)C(=O)[C@H]1[C@H](CCCC1)C